OC1=C(C(=NN1C1=CC=CC=C1)C)C1OCC=2C=NC(=C(C21)O)C 1-(5-hydroxy-3-methyl-1-phenyl-1H-pyrazol-4-yl)-6-methyl-1,3-dihydrofuro[3,4-c]pyridin-7-ol